FC(OC1=C(C=CC(=C1)F)[C@H]1[C@H](O[C@]([C@@H]1C)(C(F)(F)F)C)C(=O)NC1=CC(=NC=C1)C(=O)N)F 4-((2S,3S,4R,5R)-3-(2-(difluoromethoxy)-4-fluorophenyl)-4,5-dimethyl-5-(trifluoromethyl)tetrahydrofuran-2-carboxamido)picolinamide